3,4-difluoro-2-methyl-5-nitroaniline FC=1C(=C(N)C=C(C1F)[N+](=O)[O-])C